(R)-4-(4-amino-6-(4-methacrylamido-phenyl)-7-methyl-7H-pyrrolo[2,3-d]pyrimidin-5-yl)-N-(1-cyclopropyl-2-methoxyethyl)benzamide NC=1C2=C(N=CN1)N(C(=C2C2=CC=C(C(=O)N[C@@H](COC)C1CC1)C=C2)C2=CC=C(C=C2)NC(C(=C)C)=O)C